9,9-dimethyl-4,5-bis(diphenylphosphinyl)xanthene CC1(C2=CC=CC(=C2OC=2C(=CC=CC12)P(=O)(C1=CC=CC=C1)C1=CC=CC=C1)P(=O)(C1=CC=CC=C1)C1=CC=CC=C1)C